1-(2-(2-butoxypropoxy) propoxy)propan-2-yl acetate C(C)(=O)OC(COCC(C)OCC(C)OCCCC)C